C1=CC=CC=2C3=CC=CC=C3N(C12)C1=CC=C(C=C1)C=1C=CC=2N(C3=CC=CC=C3C2C1)C1=C(C(=C(C(=N1)N1C2=CC=CC=C2C=2C=C(C=CC12)C)N1C2=CC=CC=C2C=2C=C(C=CC12)C)C1=C(C=CC=C1)C=1C(=NC(=CC1)C1=CC=CC=C1)C1=CC=CC=C1)N1C2=CC=CC=C2C=2C=C(C=CC12)C 9,9',9''-(6-(3-(4-(9H-carbazol-9-yl)phenyl)-9H-carbazol-9-yl)-4-(2-(2,6-diphenylpyridin-3-yl)phenyl)pyridine-2,3,5-triyl)tris(3-methyl-9H-carbazole)